C1(CCCCCC1)N(CC=O)C 2-[CYCLOHEPTYL(METHYL)AMINO]ACETALDEHYDE